CNC(=O)[C@@H]1NCCN(C1)CC1=CC=C(C=C1)NC1=NC=CC(=N1)NC1=NC(=NC=C1)C1=NC(=CC=C1)C (2R)-N-methyl-4-[[4-[[4-[[2-(6-methyl-2-pyridyl)pyrimidin-4-yl]amino]pyrimidin-2-yl]amino]phenyl]methyl]piperazine-2-carboxamide